C(C)C1=NN(C(C12NC1=CC=CC=C1C(=C2)C)=O)C2=CC=CC=C2 3-Ethyl-4'-methyl-1-phenyl-1'H-spiro[pyrazole-4,2'-quinolin]-5(1H)-one